N[C@H]1CN(CCC1)C(=O)C1=CC=2N(C=C1)C(=C(N2)C=2N(C1=CC=CC=C1C2)CC2=C(C=CC=C2)F)C (R)-(3-aminopiperidin-1-yl)(2-(1-(2-fluorobenzyl)-1H-indol-2-yl)-3-methylimidazo[1,2-a]pyridin-7-yl)methanone